FC(C1=CC=C(C=C1)N1CC2C(C1)CN(C2)S(=O)(=O)C2=CC=C(C=C2)C2(COC2)O)(F)F 3-(4-((5-(4-(trifluoromethyl)phenyl)hexahydropyrrolo[3,4-c]pyrrol-2(1H)-yl)sulfonyl)phenyl)oxetan-3-ol